1-N',1-N''-diethylpropane-1,1,1-triamine C(C)NC(CC)(N)NCC